FC1=CC=C(CC2=C3C(=NC(=NC3=CC=C2)NCC2=CC=C(C=C2)OCC(C)C)C2CNCC2)C=C1 (4-Fluorobenzyl)-N-(4-isobutoxybenzyl)-4-(pyrrolidin-3-yl)quinazolin-2-amine